FC=1C=C(C=C(C1)F)CN1C[C@@H](N(C[C@H]1C)C1=CC(N(C=2C=CC(=NC12)C#N)C)=O)C 8-[(2S,5R)-4-[(3,5-Difluorophenyl)methyl]-2,5-dimethylpiperazin-1-yl]-5-methyl-6-oxo-5,6-dihydro-1,5-naphthyridin-2-carbonitril